C12CN(CC(CC1)N2)C=2C=1N(N=CC2)C=C(C1)C=1C=NN(C1)C(F)F 4-(3,8-diazabicyclo[3.2.1]octan-3-yl)-6-(1-(difluoromethyl)-1H-pyrazol-4-yl)pyrrolo[1,2-b]pyridazine